1-cyclopropyl-N1-methyl-2-((methylsulfinyl)methyl)benzene-1,4-diamine C1(CC1)C1(C(C=C(C=C1)N)CS(=O)C)NC